tri-n-butylphosphate CCCCOP(=O)(OCCCC)OCCCC